C1(CC1)OC=1C=C(C=CC1)C=1C=CC=2N(C1)C(N(N2)C2=NC=CC=N2)=O 6-(3-cyclopropoxyphenyl)-2-(pyrimidin-2-yl)-[1,2,4]triazolo[4,3-a]pyridin-3(2H)-one